2-(2-methoxyethyl)-2H-1,2,3-triazole-4-carboxylic acid COCCN1N=CC(=N1)C(=O)O